S1SC=CC1 dithioline